tert-butyl 2-methyl-3-[2-[[(1R,3S)-3-([1,2,4]triazolo[4,3-a]pyridin-3-yl) cyclohexyl]amino]-5-(trifluoromethyl)pyrimidin-4-yl]oxy-azetidine-1-carboxylate CC1N(CC1OC1=NC(=NC=C1C(F)(F)F)N[C@H]1C[C@H](CCC1)C1=NN=C2N1C=CC=C2)C(=O)OC(C)(C)C